C(CCCCCCCCCCCCCCCC)C=[NH+][O-] α-heptadecylnitrone